ClC=1C=C(C=C(C1)Cl)C1=NC(=CC(=C1)CN1CCC(CC1)P(C)(C)=O)OC=1C=NC(=NC1)N1CCN(CC1)C (1-((2-(3,5-dichloro-phenyl)-6-((2-(4-methyl-piperazin-1-yl)pyrimidin-5-yl)oxy)pyridin-4-yl)methyl)piperidin-4-yl)dimethylphosphine oxide